N(=[N+]=[N-])[C@H]1[C@H]2O[C@@H]([C@H]([C@@H]1O)O[Si](C)(C)C(C)(C)C)CO2 1,6-Anhydro-2-azido-2-deoxy-4-O-(tert-butyldimethylsilyl)-β-D-glucose